C1(CC1)N1N=CC2=CC=CC=C12 1-cyclopropylindazol